C(C)(C)(C)OC([C@@H](NC(=O)OC(C)(C)C)CCO)=O (tert-butoxycarbonyl)-L-homoserine tert-butyl ester